CC1=NOC(=N1)/C=C/C=1C=C(N)C=CC1 (E)-3-(2-(3-methyl-1,2,4-oxadiazol-5-yl)vinyl)aniline